C(C1=CC=CC=C1)N1C(C(=C(C1=O)C1=CC=CC=C1)C1=CC=CC=C1)=O 1-benzyl-3,4-diphenylpyrrole-2,5-dione